BrC=1N=C(N(N1)CC)OC=1C=C2CCNC(C2=CC1)=O 6-[(5-bromo-2-ethyl-1,2,4-triazol-3-yl)oxy]-3,4-dihydro-2H-isoquinolin-1-one